N-(1-(cyanomethyl)-2-oxo-1,2-dihydropyridin-3-yl)-2-((1R,4R)-4-((R)-2-hydroxy-N-methylpropanamidyl)cyclohexyl)-6-methoxy-2H-indazole-5-carboxamide C(#N)CN1C(C(=CC=C1)NC(=O)C1=CC2=CN(N=C2C=C1OC)C1CCC(CC1)N(C([C@@H](C)O)=O)C)=O